BrC=1C2=C(C=3C(=NC(=NC3C1F)C)N1[C@H]3CN[C@@H](C1)C3)COC2 (1R,4R)-5-(6-bromo-5-fluoro-3-methyl-7,9-dihydrofuro[3,4-f]quinazolin-1-yl)-2,5-diazabicyclo[2.2.1]heptane